ClC1=C(C=C(C=C1)OC)N1C(NC2=C1C=NC=C2)=O 3-(2-chloro-5-methoxyphenyl)-1H-imidazo[4,5-c]pyridin-2(3H)-one